(4-vinyl)-4'-chlorotrityl azide C(=C)C1=CC=C(C(C2=CC=C(C=C2)Cl)(C2=CC=CC=C2)N=[N+]=[N-])C=C1